C(C)OC(CN1CCN(CC1)CC1CCN(CC1)C(=O)OC(C)(C)C)=O tert-butyl 4-((4-(2-ethoxy-2-oxoethyl)piperazin-1-yl)methyl)piperidine-1-carboxylate